4-(1-(3-(3-Chloro-4-fluorophenyl)-1-methylureido)ethyl)isoquinoline-1-carboxylic acid ClC=1C=C(C=CC1F)NC(N(C)C(C)C1=CN=C(C2=CC=CC=C12)C(=O)O)=O